2-aminoethyl sulfide NCCSCCN